(S)-10-((5-chloro-2-(3-methoxy-3-methylazetidin-1-yl)pyrimidin-4-yl)amino)-2-cyclopropyl-3,3-difluoro-7-methyl-1,2,3,4-tetrahydro-[1,4]oxazepino[2,3-c]quinolin-6(7H)-one ClC=1C(=NC(=NC1)N1CC(C1)(C)OC)NC1=CC=2C3=C(C(N(C2C=C1)C)=O)OCC([C@@H](N3)C3CC3)(F)F